(3,4,5-tri(methoxy-d3)phenyl)ketone C(OC=1C=C(C=C(C1OC([2H])([2H])[2H])OC([2H])([2H])[2H])C(=O)C1=CC(=C(C(=C1)OC([2H])([2H])[2H])OC([2H])([2H])[2H])OC([2H])([2H])[2H])([2H])([2H])[2H]